gamma-acryloxypropyl-triethoxysilane C(C=C)(=O)OCCC[Si](OCC)(OCC)OCC